1-(4-isopropylphenyl)-2-hydroxy-2-methylpropione C(C)(C)C1=CC=C(C=C1)CC(C(=O)CC)(C)O